C[C@@H]1CN(C[C@@H](N1)C)C1=CN=CC(=N1)CNC=1C2=C(N=CN1)NC=C2C=2C=NC=NC2 N-((6-((3R,5S)-3,5-Dimethylpiperazin-1-yl)pyrazin-2-yl)methyl)-5-(pyrimidin-5-yl)-7H-pyrrolo[2,3-d]pyrimidin-4-amine